C(C)(=O)[O-].C[Si+](C1=CC=CC=C1)C dimethyl-phenyl-silicon acetate